C12(CNCCC2C1)NC(OC(C)(C)C)=O tert-butyl (3-azabicyclo[4.1.0]heptan-1-yl)carbamate